racemic-6-methoxy-1-methyl-4-[4-(5-methyl-1,3-benzooxazol-2-yl)piperidin-1-yl]-2-oxo-7-[(oxolan-3-yl)oxy]-1,2-dihydroquinoline-3-carboxamide COC=1C=C2C(=C(C(N(C2=CC1O[C@H]1COCC1)C)=O)C(=O)N)N1CCC(CC1)C=1OC2=C(N1)C=C(C=C2)C |r|